C1=CC=CC=2C3=CC=CC=C3N(C12)C=1C=C(C=CC1)C1=CC(=CC=C1)C1=NC2=C3C(=C4C(=C2N=C1)C=CC=C4)C=CC=C3 2-[3'-(9H-carbazole-9-yl)biphenyl-3-yl]dibenzo[f,h]quinoxalin